dimethyl-pyrimidinecarboxylic acid CC1=CC(=NC(=N1)C(=O)O)C